C(C(=C)C)(=O)OCCCN1C(CCC1)=O 3-(2-oxopyrrolidin-1-yl)propyl methacrylate